OC1=C(C(OC2=CC(=CC(=C12)O)O)=O)C1=CC=CC=C1 4,5,7-trihydroxy-3-phenylcoumarin